N1C(CCCC1)C1=NC=CC=C1CN1C(NC(C2=C1C=CN2)=O)=S 1-((2-(Piperidin-2-yl)pyridin-3-yl)methyl)-2-thioxo-1,2,3,5-tetrahydro-4H-pyrrolo[3,2-d]pyrimidin-4-one